OC[C@H](C(=O)OCC1CC1)NC(=O)[C@H]1CCN(CC12CC2)C=2C1=C(N=CN2)NC=C1 cyclopropylmethyl (2R)-3-hydroxy-2-[[(8S)-5-(7H-pyrrolo[2,3-d]pyrimidin-4-yl)-5-azaspiro[2.5]octane-8-carbonyl]amino]propanoate